Tricyclo[6.2.2.02,7]dodecan C12C3CCCCC3C(CC1)CC2